(R)-6-chloro-3-((1-(2-cyano-3-(3,4-dihydro-2,7-naphthyridin-2(1H)-yl)-7-methylquinoxalin-5-yl)ethyl)amino)picolinic acid ClC1=CC=C(C(=N1)C(=O)O)N[C@H](C)C1=C2N=C(C(=NC2=CC(=C1)C)C#N)N1CC2=CN=CC=C2CC1